2-(pyrimidin-5-ylamino)ethan-1-one N1=CN=CC(=C1)NCC=O